C(C)(C)(C)C1=CC=C(C=C1)N(C(=O)[C@@H]1N(C[C@@H](C1)OC)C(=O)OCC1=CC=CC=C1)C(C(NC1CCOCC1)=O)C=1C=NC=CC1 (2R,4R)-benzyl 2-((4-(tert-butyl)phenyl)(2-oxo-1-(pyridin-3-yl)-2-((tetrahydro-2H-pyran-4-yl)amino)ethyl)carbamoyl)-4-methoxypyrrolidine-1-carboxylate